[Cl-].CC=1C(=C(COC1)C)[NH3+] dimethyl-2H-pyran-4-aminium chloride